7-butyl-5-[(4-carbamoylphenyl)methyl]-5H,6H,7H,8H,10H-cyclohepta[b]indole-4-carboxylic acid C(CCC)C1CCCC2=C(N(C3=C(C=CC=C23)C(=O)O)CC2=CC=C(C=C2)C(N)=O)C1